N-(3-(3-(9H-purin-6-yl)pyridin-2-ylamino)-4-methyl-phenyl)-4-(trifluoromethyl)picolinamide N1=CN=C2NC=NC2=C1C=1C(=NC=CC1)NC=1C=C(C=CC1C)NC(C1=NC=CC(=C1)C(F)(F)F)=O